C(C1CC(C(CC1)N)C)C1CC(C(CC1)N)C 4,4'-methylenebis-(2-methylcyclohexyl-amine)